C1NCC12CN(CCC2)C2=NN=C(S2)C=2C(=CC(=NC2)C2=CC=C1N2N=CC(=C1)C#N)NC 7-(5-(5-(2,6-diazaspiro[3.5]nonan-6-yl)-1,3,4-thiadiazol-2-yl)-4-(methylamino)pyridin-2-yl)pyrrolo[1,2-b]pyridazine-3-carbonitrile